C(C1=CC=CC=C1)N1[C@@H](C[C@@H]1CO)CO |o1:8,10| rel-((2S,4R)-1-benzylazetidine-2,4-diyl)dimethanol